ClC=1C=C(C=C(C1)F)[C@@H](C)NC(=O)C=1OC=C(N1)C1=NC(=NC=C1C)NC1=CC=NN1C (R)-N-(1-(3-chloro-5-fluorophenyl)ethyl)-4-(5-methyl-2-((1-methyl-1H-pyrazol-5-yl)amino)pyrimidin-4-yl)oxazole-2-carboxamide